COC(=O)CC(=O)C(=O)[O-] The molecule is conjugate base of oxaloacetic acid 4-methyl ester; major species at pH 7.3. It is a conjugate base of an oxaloacetic acid 4-methyl ester.